tert-Butyl (4-(2-fluoro-4-(trifluoromethyl)phenyl)imidazo[1,2-a]quinoxalin-7-yl)carbamate FC1=C(C=CC(=C1)C(F)(F)F)C=1C=2N(C3=CC=C(C=C3N1)NC(OC(C)(C)C)=O)C=CN2